NC1=C(CNC(=O)N2CCOCC2)C=CC=C1N N-(2,3-diaminobenzyl)morpholine-4-carboxamide